4-(1-(2-(1-(2-(2,6-dioxopiperidin-3-yl)-1,3-dioxoisoindolin-5-yl)piperidin-4-yl)ethyl)-1H-1,2,3-triazol-4-yl)-N-(2-(pyrrolidin-1-ylmethyl)-1H-benzo[d]imidazol-5-yl)benzamide O=C1NC(CCC1N1C(C2=CC=C(C=C2C1=O)N1CCC(CC1)CCN1N=NC(=C1)C1=CC=C(C(=O)NC2=CC3=C(NC(=N3)CN3CCCC3)C=C2)C=C1)=O)=O